The molecule is a streptomycin phosphate, a nucleotide-oligosaccharide, an adenosine 5'-phosphate, an aldehyde, a member of guanidines and a purine ribonucleoside 5'-monophosphate. It derives from a streptomycin. It is a conjugate base of a 3''-adenylylstreptomycin(2+). C[C@H]1[C@@]([C@H]([C@@H](O1)O[C@@H]2[C@H]([C@@H]([C@H]([C@@H]([C@H]2O)O)N=C(N)N)O)N=C(N)N)O[C@H]3[C@H]([C@@H]([C@H]([C@@H](O3)CO)O)OP(=O)(O)OC[C@@H]4[C@H]([C@H]([C@@H](O4)N5C=NC6=C(N=CN=C65)N)O)O)NC)(C=O)O